FC=1C=C(C=CC1F)CN1COC2=C(C1=O)C=C(C=C2)OC2=CC(=NC=C2)C=2C=NN(C2)C 3-[(3,4-difluorophenyl)methyl]-6-{[2-(1-methylpyrazol-4-yl)-4-pyridyl]oxy}-2H-1,3-benzoxazin-4-one